N=CC1=CC=C(C=C1)N(C1=CC=C(C=C1)C=N)C1=CC=C(C=C1)C=N tris(4-(iminomethyl)phenyl)amine